C(C)O[Si](OCC)(OCC)CN1CCN(CC1)C[Si](OCC)(OCC)OCC 1,4-Bis(triethoxysilylmethyl)hexahydro-1,4-diazin